N1(N=CC=C1)C1CN(CCC1)C1=NC(=NC2=C(C(=C(C=C12)F)C1=CC=CC2=CC=CC(=C12)Cl)F)OCC12CCCN2CCC1 4-(4-(3-(1H-pyrazol-1-yl)piperidin-1-yl)-6,8-difluoro-2-((tetrahydro-1H-pyrrolizine-7a(5H)-yl)methoxy)quinazolin-7-yl)-5-chloronaphthalene